3-(1-hydroxyethyl)benzonitrile OC(C)C=1C=C(C#N)C=CC1